N(=C=O)CCCOCCOCCCN=C=O 1,2-bis(3-isocyanatopropoxy)ethane